N-[(6-bromopyridin-2-yl)methyl]-N-[(2,4-dimethoxyphenyl)methyl]formamide BrC1=CC=CC(=N1)CN(C=O)CC1=C(C=C(C=C1)OC)OC